1-(2,2-Dimethylpropyl)-7-(2-fluorophenyl)-4-((2S)-2-methyl-4-(2-propenoyl)-1-piperazinyl)-1,8-naphthyridin CC(CN1CC=C(C2=CC=C(N=C12)C1=C(C=CC=C1)F)N1[C@H](CN(CC1)C(C=C)=O)C)(C)C